(4-amino-4-methylpiperidin-1-yl)(5-(m-tolylthio)furan-2-yl)methanone NC1(CCN(CC1)C(=O)C=1OC(=CC1)SC=1C=C(C=CC1)C)C